5-Fluoro-6-(2-methoxyethoxy)-3-{3-[4-(3-{2-oxa-6-azaspiro[3.3]hept-6-yl}azetidine-1-carbonyl)phenyl]-1,2-oxazol-5-yl}-1H-indazole FC=1C=C2C(=NNC2=CC1OCCOC)C1=CC(=NO1)C1=CC=C(C=C1)C(=O)N1CC(C1)N1CC2(COC2)C1